ClC=1SC2=C(N=C(N=C2C2=C(C=C(C=C2)C(F)(F)F)F)N2C[C@@H](O[C@@H](C2)C)C=2C=NN(C2)C2CC2)N1 (2S,6R)-4-[2-chloro-7-[2-fluoro-4-(trifluoromethyl)phenyl]thiazolo[4,5-d]pyrimidin-5-yl]-2-(1-cyclopropylpyrazol-4-yl)-6-methyl-morpholine